3,3-Dimethyl-5-(3-methyl-2-oxo-1,3-benzoxazol-6-yl)-N-(4-phenylbutyl)morpholine-4-carboxamide CC1(N(C(COC1)C1=CC2=C(N(C(O2)=O)C)C=C1)C(=O)NCCCCC1=CC=CC=C1)C